ClC=1C=C(C(=NC1)C)NC(\C=C\C1=CC=C2C(=N1)NN=C2C#C[Si](C)(C)C)=O (E)-N-(5-chloro-2-methylpyridin-3-yl)-3-(3-((trimethylsilyl)ethynyl)-1H-pyrazolo[3,4-b]pyridin-6-yl)acrylamide